tungsten bis(cyclopentadiene) dihydride [H-].[H-].C1=CC=CC1.C1=CC=CC1.[W+2]